ClC=1C=C(C=C(C1OC)C)NC1=NC=C(C(=N1)NC=1C=CC2=C(NC(O2)=O)C1)C 5-(2-(3-chloro-4-methoxy-5-methylphenylamino)-5-methylpyrimidin-4-ylamino)benzo[d]oxazol-2(3H)-one